COC1=CC=C(CN(C2=C(C=C3C(=N2)C=C(N3COCC[Si](C)(C)C)CN3C(=CC=CC3=O)C(=O)OC)C)CC3=CC=C(C=C3)OC)C=C1 methyl 1-((5-(bis(4-methoxybenzyl)amino)-6-methyl-1-((2-(trimethylsilyl)ethoxy)methyl)-1H-pyrrolo[3,2-b]pyridin-2-yl)methyl)-6-oxo-1,6-dihydropyridine-2-carboxylate